FC(C1=NOC(=N1)C=1C=C2CC[C@H](C2=CC1)NC(=O)C=1N=NN(N1)C)F (R)-N-(5-(3-(difluoromethyl)-1,2,4-oxadiazol-5-yl)-2,3-dihydro-1H-inden-1-yl)-2-methyl-2H-tetrazole-5-carboxamide